N-((R)-3,3-difluoro-1-(oxetan-3-yl)piperidin-4-yl)-5-(1-((S)-1,1-difluoropropan-2-yl)-1H-benzo[d][1,2,3]triazol-6-yl)-4-methoxypyrrolo[2,1-f][1,2,4]triazin-2-amine FC1(CN(CC[C@H]1NC1=NN2C(C(=N1)OC)=C(C=C2)C=2C=CC1=C(N(N=N1)[C@H](C(F)F)C)C2)C2COC2)F